ClC=1C=C(C=CC1)NC(OCC=1C=C2C(N(CC2=CC1)C1C(NC(CC1)=O)=O)=O)=O (2-(2,6-dioxopiperidin-3-yl)-3-oxoisoindolin-5-yl)methyl (3-chlorophenyl)carbamate